C(C)(C)(C)OC(=O)N(C1=CC=CC=C1)C(=O)OC(C)(C)C di-tert-butoxycarbonylaniline